tert-butyl (3-((tert-butyldimethylsilyl)oxy)-5-(2-(2-fluorophenyl)-6-(4-((2-(trimethylsilyl)ethoxy)methyl)-1H-1,2,4-triazol-3-yl)-1H-imidazo[4,5-c]pyridin-1-yl)cyclohexyl)carbamate [Si](C)(C)(C(C)(C)C)OC1CC(CC(C1)N1C(=NC=2C=NC(=CC21)C2=NNCN2COCC[Si](C)(C)C)C2=C(C=CC=C2)F)NC(OC(C)(C)C)=O